2-tert-butyl-6-(3'-tert-butyl-5'-methylhydroxybenzyl)-4-methylphenyl acrylate C(C=C)(=O)OC1=C(C=C(C=C1C(C1=CC(=CC(=C1)C)C(C)(C)C)O)C)C(C)(C)C